C1C(CC2=CC=CC=C12)NC(=O)C1=CC=NC=2N1N=C(C2C(=O)N)C2CN(C2)C N7-indan-2-yl-2-(1-methylazetidin-3-yl)pyrazolo[1,5-a]pyrimidine-3,7-dicarboxamide